tert-butyl 4-((4-((3,4-dichloro-2-fluorophenyl)amino)-7-methoxyquinazolin-6-yl)oxy)piperidine-1-carboxylate ClC=1C(=C(C=CC1Cl)NC1=NC=NC2=CC(=C(C=C12)OC1CCN(CC1)C(=O)OC(C)(C)C)OC)F